CO[C@@](C1=CC=CC=C1)(C(=O)O)C(F)(F)F (S)-(-)-α-Methoxy-α-(trifluoromethyl)phenylacetic acid